4-(6-((1R,5S,6r)-6-amino-3-azabicyclo[3.1.0]hexan-3-yl)pyridin-3-yl)-6-(2-hydroxy-2-methylpropoxy)pyrazolo[1,5-a]pyridine-3-carbonitrile hydrochloride Cl.NC1[C@@H]2CN(C[C@H]12)C1=CC=C(C=N1)C=1C=2N(C=C(C1)OCC(C)(C)O)N=CC2C#N